C(CCCCCCCCCCCCCCCCCCC)N(CCCCCCCCCCCCCCCCCCCC)CCCCCCCCCCCCCCCCCCCC tri(eicosyl)amine